C1(=C(CC=CC1)C(=O)OC(C)C)C(=O)OC(C)C diisopropyl cyclohexa-1,4-diene-1,2-dicarboxylate